C(CCCCCCCCCCCCCCC)(=O)O.CC(CCO)(C)O 3-methyl-1,3-butanediol monopalmitate